ClC1=CC=C(C=C1)/C=C/C(=O)C1=CC2=C(NC(O2)=O)C=C1 (E)-6-(3-(4-chlorophenyl)acryloyl)benzo[d]oxazolone